(3S,8S,9S,10R,13R,14S,17R)-13-ethyl-17-((2R,5R)-5-hydroxy-6-methylheptan-2-yl)-3,10-dimethyl-2,3,4,7,8,9,10,11,12,13,14,15,16,17-tetradecahydro-1H-cyclopenta[a]phenanthren-3-ol C(C)[C@@]12[C@H](CC[C@H]1[C@@H]1CC=C3C[C@](CC[C@@]3([C@H]1CC2)C)(O)C)[C@H](C)CC[C@H](C(C)C)O